C(C)C=1C=CC=C2C=CC=C(C12)N1CC=2N=C(N=C(C2CC1)N1CCC(CC(C1)C)O)OCC12CCCN2CCC1 1-(7-(8-ethylnaphthalen-1-yl)-2-((tetrahydro-1H-pyrrolizin-7a(5H)-yl)methoxy)-5,6,7,8-tetrahydropyrido[3,4-d]pyrimidin-4-yl)-6-methylazepan-4-ol